O1C(CCCC1)ONC(CCC#C)=O N-((tetrahydro-2H-pyran-2-yl)oxy)pent-4-ynamide